3-[6-[4-(trifluoromethyl)cyclohexyl]-3-pyridyl]Azetidine-1-carboxylic acid tert-butyl ester C(C)(C)(C)OC(=O)N1CC(C1)C=1C=NC(=CC1)C1CCC(CC1)C(F)(F)F